Ethyl 1-{1-[4-chloro-4'-(4-propylpiperazin-1-yl) [1,1'-biphenyl]-2-yl]piperidin-3-yl}-5-(difluoromethyl)-1H-pyrazole-4-carboxylate ClC1=CC(=C(C=C1)C1=CC=C(C=C1)N1CCN(CC1)CCC)N1CC(CCC1)N1N=CC(=C1C(F)F)C(=O)OCC